COC1=CC2=C(C(C3=C(N(S2(=O)=O)C)C=CC=C3)=O)C=C1 3-Methoxy-6-methyldibenzo[c,f][1,2]thiazepin-11(6H)-one 5,5-dioxide